3-(1-(2-((tert-butoxycarbonyl)(methyl)amino)ethyl)-1H-pyrazol-4-yl)quinolin-6-yl acetate C(C)(=O)OC=1C=C2C=C(C=NC2=CC1)C=1C=NN(C1)CCN(C)C(=O)OC(C)(C)C